N-(4-(4-amino-7-methyl-5-(4-((N-methylacetamido)methyl)phenyl)-7H-pyrrolo[2,3-d]pyrimidin-6-yl)phenyl)methacrylamide NC=1C2=C(N=CN1)N(C(=C2C2=CC=C(C=C2)CN(C(C)=O)C)C2=CC=C(C=C2)NC(C(=C)C)=O)C